6-methyl-3-(4-methylpyrimidin-2-yl)picolinic acid CC1=CC=C(C(=N1)C(=O)O)C1=NC=CC(=N1)C